CC1NC(CC(C1)OC1=CC=C(N=N1)C1=C(C=C(C=C1)C=1C=NNC1)O)C 2-(6-((2,6-dimethylpiperidin-4-yl)oxy)pyridazin-3-yl)-5-(1H-pyrazol-4-yl)phenol